2,6-difluorophenyl 1-(8-fluoro-7-(8-fluoronaphthalen-1-yl)-2-((hexahydro-1H-pyrrolizin-7a-yl)methoxy)pyrido[4,3-d]pyrimidin-4-yl)piperidine-4-carboxylate FC1=C(N=CC2=C1N=C(N=C2N2CCC(CC2)C(=O)OC2=C(C=CC=C2F)F)OCC21CCCN1CCC2)C2=CC=CC1=CC=CC(=C21)F